N-(5-chloro-2-methylphenyl)-1-(3-chloro-5-hydroxyphenyl)-1H-1,2,3-triazole-4-carboxamide ClC=1C=CC(=C(C1)NC(=O)C=1N=NN(C1)C1=CC(=CC(=C1)O)Cl)C